C(CCCC)N(C1=CC=C(C=C1)N(CCCCC)CCCCC)CCCCC N1,N1,N4,N4-Tetra-pentylbenzene-1,4-diamine